ClC12CC3(CC(C4=C(C(C1)C3)C=CC=C4)C2)NC(NC2CCN(CC2)C(=O)C2=CC=C(C(=O)O)C=C2)=O 4-(4-(3-(9-chloro-5,6,8,9,10,11-hexahydro-7H-5,9:7,11-dimethanobenzo[9]annulen-7-yl)ureido)piperidine-1-carbonyl)Benzoic Acid